ethyl 8-(4-methoxyphenyl)-2-methyl-2h,8h-pyrazolo[3,4-b]indole-5-carboxylate COC1=CC=C(C=C1)N1C=2C(C3=CC(=CC=C13)C(=O)OCC)=CN(N2)C